2-((2-Amino-7-fluoropyrido[3,2-d]pyrimidin-4-yl)amino)-2-methylhexan-1-ol NC=1N=C(C2=C(N1)C=C(C=N2)F)NC(CO)(CCCC)C